1,10-dec-anediol C(CCCCCCCCCO)O